2-Chloro-N-(2-((4,4-difluorocyclohexyl)amino)-2-oxo-1-(pyrazin-2-yl)ethyl)-N-(4-(thiazol-5-yl)phenyl)acetamide Tert-butyl-4-fluoro-3-iodo-indazole-1-carboxylate C(C)(C)(C)OC(=O)N1N=C(C2=C(C=CC=C12)F)I.ClCC(=O)N(C1=CC=C(C=C1)C1=CN=CS1)C(C(=O)NC1CCC(CC1)(F)F)C1=NC=CN=C1